2-(2,4-difluorophenyl)-6-methyl-4-(1-methyl-6-oxo-1,6-dihydro-[3,3'-bipyridin]-4-yl)-1,6-dihydro-7H-pyrrolo[2,3-c]pyridin-7-one FC1=C(C=CC(=C1)F)C1=CC2=C(C(N(C=C2C=2C(=CN(C(C2)=O)C)C=2C=NC=CC2)C)=O)N1